ClC1=C2C3=C(NC2=CC=C1Cl)C(CCCC3)N 1,2-Dichloro-5,6,7,8,9,10-hexahydrocyclohepta[b]indol-6-amine